N[C@H](C(=O)[O-])C(C)C (2S)-2-amino-3-methylbutanoate